Cis-9-Tricosene CCCCCCCC\C=C/CCCCCCCCCCCCC